OC1(CC(C1)NC(C(C=1C=NC=CC1)N(C(=O)[C@@H]1N(C[C@@H](C1)OC)C(=O)OCC1=CC=CC=C1)C1=CC=C(C=C1)S(F)(F)(F)(F)F)=O)C benzyl (2R,4R)-2-[[2-[(3-hydroxy-3-methyl-cyclobutyl)amino]-2-oxo-1-(3-pyridyl)ethyl]-[4-(pentafluoro-λ6-sulfanyl)phenyl]carbamoyl]-4-methoxy-pyrrolidine-1-carboxylate